C(CCC)N(C1=NC(=NC(=N1)N(CCCC)CCCC)N(CCCC)CCCC)CCCC N2,N2,N4,N4,N6,N6-hexabutyl-1,3,5-triazine-2,4,6-triamine